COC(=O)C1=CC(=NN1C)C1=NC=C(C=C1C#N)NC(=O)C=1C=NN(C1C(F)(F)F)C1=C2C=CC=NC2=CC=C1 Methyl-3-(3-cyano-5-(1-(chinolin-5-yl)-5-(trifluoromethyl)-1H-pyrazol-4-carboxamido)pyridin-2-yl)-1-methyl-1H-pyrazol-5-carboxylat